Dithienophosphole S1CC=C2C1=C1C(=P2)SC=C1